ClC1=CC=C2C(=N1)C1(OCC2(F)F)COCC1 2'-Chloro-5',5'-Difluoro-4,5,5',6'-Tetrahydro-2H-Spiro[Furan-3,8'-Pyrano[3,4-b]Pyridine]